N(=C=S)C1=CC=C(CCN(CCN(CC(=O)O)CC2=CC=CC(=N2)C(=O)O)CCN(CC(=O)O)CC2=CC=CC(=N2)C(=O)O)C=C1 6,6'-(((((4-isothiocyanatophenethyl)azanediyl)bis(ethane-2,1-diyl))bis((carboxymethyl)azanediyl))bis(methylene))dipicolinic acid